(R)-Allyl 1-(3-chloro-4-((1-methoxy-1-oxopropan-2-yl)oxy)benzyl)-2,3-dimethyl-1H-indole-5-carboxylate ClC=1C=C(CN2C(=C(C3=CC(=CC=C23)C(=O)OCC=C)C)C)C=CC1O[C@@H](C(=O)OC)C